CC1=CC=C(C(=O)OC2=CC(=CC(=C2)C=NC2=C(C(=CC=C2)Cl)Cl)Br)C=C1 3-bromo-5-((2,3-dichlorophenylimino)-methyl)phenyl 4-meth-ylbenzoate